6-Chloro-3-[1-[6-fluoro-3-methyl-2-(1-methyl-pyrazol-4-yl)-4-oxo-chromen-8-yl]ethyl-amino]pyridine-2-carboxylic acid ClC1=CC=C(C(=N1)C(=O)O)NC(C)C=1C=C(C=C2C(C(=C(OC12)C=1C=NN(C1)C)C)=O)F